1-(2-(3,8-diazabicyclo[3.2.1]octan-8-yl)-6,7-dihydrothiazolo[5,4-c]pyridin-5(4H)-yl)-2-hydroxy-2-(1-methylcyclopentyl)ethan-1-one C12CNCC(CC1)N2C=2SC=1CN(CCC1N2)C(C(C2(CCCC2)C)O)=O